BrC1=CN=C2N1C=C(C=C2)C(F)(F)F 3-bromo-6-(trifluoromethyl)imidazo[1,2-a]Pyridine